(1H-pyrazol-4-yl)methyl (4-(pyridin-4-ylmethyl)phenyl)carbamate N1=CC=C(C=C1)CC1=CC=C(C=C1)NC(OCC=1C=NNC1)=O